CC1(OB(OC1(C)C)C1=CC=C(C=C1)C1=C2C3=C(C=NC2=CC=C1)C=1C=CC=CC1C31C3=CC=CC=C3C=3C=CC=CC31)C [4-(4,4,5,5-tetramethyl-1,3,2-dioxaborolan-2-yl)phenyl]spiro[fluorene-9,11'-indeno[1,2-c]quinoline]